3-(phenylthio)hexane C1(=CC=CC=C1)SC(CC)CCC